4-phenyl-1,2,3-thiadiazol-5-amine C1(=CC=CC=C1)C=1N=NSC1N